C(C)(=O)N1C2CN(CC1C2)C2=NN=C(S2)C=2C(=CC(=NC2)C2=CC=C1N2N=CC(=C1)C#N)NC(C)C 7-(5-(5-(6-acetyl-3,6-diazabicyclo[3.1.1]heptan-3-yl)-1,3,4-thiadiazol-2-yl)-4-(isopropylamino)pyridin-2-yl)pyrrolo[1,2-b]pyridazine-3-carbonitrile